2-Amino-4-(6-trifluoromethyl-1H-indol-3-yl)pyrimidine 2-acetyl-4-hydroxynaphtho[2,3-b]furan-9-yl-(3-((2-(methylsulfonyl)ethyl)amino)propyl)carbamate C(C)(=O)C1=CC2=C(O1)C(=C1C=CC=CC1=C2O)N(C(O)=O)CCCNCCS(=O)(=O)C.NC2=NC=CC(=N2)C2=CNC1=CC(=CC=C21)C(F)(F)F